C(C1=CC=CC=C1)OC(=O)NCC(=O)NCC(=O)N[C@@H](CC1=CC=CC=C1)C(=O)O ((Benzyloxy)carbonyl)glycylglycyl-L-phenylalanine